2,2,2-trifluoro-1-[(2S,5R)-4-benzyl-2-(4-fluorophenyl)-5-methyl-piperazin-1-yl]ethanone FC(C(=O)N1[C@H](CN([C@@H](C1)C)CC1=CC=CC=C1)C1=CC=C(C=C1)F)(F)F